1H-pyrrolo[2,3-d]pyrimidin-4(7H)-one O-methyloxime CON=C1C2=C(NC=N1)NC=C2